N-(4,5-dimethylisoxazol-3-yl)-2'-(ethoxymethyl)-4'-((1,2',7'-trimethyl-1H,3'H-[2,5'-bibenzo[d]imidazol]-3'-yl)methyl)-[1,1'-biphenyl]-2-sulfonamide CC=1C(=NOC1C)NS(=O)(=O)C=1C(=CC=CC1)C1=C(C=C(C=C1)CN1C(=NC2=C1C=C(C=C2C)C2=NC1=C(N2C)C=CC=C1)C)COCC